3-(4-{6-[2-(5-Fluoro-2,7-dimethyl-benzo[b]thiophen-3-yl)-ethylamino]-pyrimidin-4-yl}-phenyl)-[1,2,4]oxadiazol-5(4H)-on FC1=CC2=C(SC(=C2CCNC2=CC(=NC=N2)C2=CC=C(C=C2)C2=NOC(N2)=O)C)C(=C1)C